1-{3-[(1R)-1-({6-[bis(prop-2-yl)phosphoryl]-2,7-dimethylpyrido[2,3-d]pyrimidin-4-yl}amino)ethyl]-2-fluorophenyl}-1,1-difluoro-2-methylpropan-2-ol CC(C)P(=O)(C(C)C)C1=CC2=C(N=C(N=C2N[C@H](C)C=2C(=C(C=CC2)C(C(C)(O)C)(F)F)F)C)N=C1C